tert-butyl (3-(5-cyano-6-(methylsulfonyl)pyridin-2-yl)prop-2-yn-1-yl)carbamate C(#N)C=1C=CC(=NC1S(=O)(=O)C)C#CCNC(OC(C)(C)C)=O